C(CCCCCCCCCCCCCCCCC)C(C(C(C(=O)[O-])(CCCCCCCCCCCCCCCCCC)CCCCCCCCCCCCCCCCCC)(O)C(=O)[O-])C(=O)[O-] tristearylcitrate